[Si](C)(C)(C(C)(C)C)OCC1=C(C=O)C=CC=C1 2-[(tert-butyldimethylsilyl)oxymethyl]benzaldehyde